ethyl (3S,3aS,6aR)-2-[(2S)-2-(2,2-difluoropropanoylamino)-3,3-dimethyl-butanoyl]-3,3a,4,5,6,6a-hexahydro-1H-cyclopenta[c]pyrrole-3-carboxylate FC(C(=O)N[C@H](C(=O)N1C[C@H]2[C@@H]([C@H]1C(=O)OCC)CCC2)C(C)(C)C)(C)F